C1(=CC=CC=C1)C=1C(OC2=CC(=CC=C2C1)N=C=O)=O 3-phenyl-7-isocyanatocoumarin